3-(4-(tert-butyl)phenyl)-6-(2,5-dimethoxyphenyl)-2-(1,3-dithian-2-yl)-4-(4-methoxyphenyl)-4H-pyran C(C)(C)(C)C1=CC=C(C=C1)C1=C(OC(=CC1C1=CC=C(C=C1)OC)C1=C(C=CC(=C1)OC)OC)C1SCCCS1